O(O)O.[Ni].[Fe].[Ru] ruthenium-iron-nickel oxyhydroxide